N1=CC=CC=C1CC(C)O Pyridin-6-yl-propan-2-ol